C1CN(CCC12CCNCC2)C(=O)[C@H]2CN(C[C@H](O2)C)C2=C1C=CC=NC1=C(C=C2)C(F)(F)F 3,9-diazaspiro[5.5]undecan-3-yl-[(2R,6R)-6-methyl-4-[8-(trifluoromethyl)-5-quinolinyl]morpholin-2-yl]methanone